6-(2-methoxyethyl)quinoline-4-carboxylic acid tert-butyl ester C(C)(C)(C)OC(=O)C1=CC=NC2=CC=C(C=C12)CCOC